C(#N)C1=CC=C(C=C1)NC(=O)NC1=C(C=CC=2N1C=NC2)C2=CCCC2 1-(4-cyanophenyl)-3-(6-(cyclopent-1-en-1-yl)imidazo[1,5-a]pyridin-5-yl)urea